ClC=1C(=CC(=C(C1)S(=O)(=O)[O-])N=NC1=C(C=CC2=CC=CC=C12)O)C.[Ba+2].ClC=1C(=CC(=C(C1)S(=O)(=O)[O-])N=NC1=C(C=CC2=CC=CC=C12)O)C barium 5-chloro-2-[(2-hydroxy-1-naphthyl) azo]-4-methylbenzenesulfonate